5-(2-chloro-3-fluorophenyl)-3-((cyclobutylmethyl)amino)-4H-benzo[e][1,2,4]thiadiazine 1,1-dioxide ClC1=C(C=CC=C1F)C1=CC=CC2=C1NC(=NS2(=O)=O)NCC2CCC2